C(C)(C)(C)OC(NCC1=NNC(C2=C(C=C(C=C12)Cl)C#N)=O)=O (7-Chloro-5-cyano-4-oxo-3,4-dihydro-phthalazin-1-yl)methyl-carbamic acid tert-butyl ester